C1(=CC=CC=C1)C(=C)C1=C(N)C=CC=C1 2-(1-Phenylvinyl)aniline